O(C(C)C)C=1C=C(C(=O)O)C=CN1 2-Isopropoxylisonicotinic acid